ethyl (R)-1-(1-(1-(tert-butoxycarbonyl)piperidin-4-yl)ethyl)-2-methyl-1H-pyrrolo[2,3-b]pyridine-3-carboxylate C(C)(C)(C)OC(=O)N1CCC(CC1)[C@@H](C)N1C(=C(C=2C1=NC=CC2)C(=O)OCC)C